2-(4,5-dimethylthiazol-2-yl)benzo[d]isothiazol-3(2H)-one CC=1N=C(SC1C)N1SC2=C(C1=O)C=CC=C2